3-tert-butyl-1,8-dimethyl-5-[[(1R)-1-[3-(1,1-difluoro-2-hydroxy-ethyl)phenyl]ethyl]amino]imidazo[4,5-g]phthalazin-2-one C(C)(C)(C)N1C(N(C2=CC=3C(=NN=C(C3C=C21)N[C@H](C)C2=CC(=CC=C2)C(CO)(F)F)C)C)=O